[Na+].[K+].C1(CCCCC1)C(C(=O)[O-])(C(=O)[O-])CC 2-cyclohexyl-2-ethylmalonic acid potassium sodium salt